[Br-].C1(=C(C(=CC(=C1)C)C)C1C2=C(C=CC=C2N(C=2C=CC=C(C12)OC)C)OC)C 9-mesityl-1,8-dimethoxy-10-methylacridine bromide